3-(5-(difluoromethyl)-1,3,4-thiadiazol-2-yl)-N-(1-(fluoromethyl)cyclopropyl)-8-(4-Isobutyrylpiperazin-1-yl)-[1,2,4]triazolo[4,3-a]pyridine-6-sulfonamide FC(C1=NN=C(S1)C1=NN=C2N1C=C(C=C2N2CCN(CC2)C(C(C)C)=O)S(=O)(=O)NC2(CC2)CF)F